CN1C=2C(NC(=NC2NC[C@@H]1CNC1=CC=C(C(N[C@@H](CCC(=O)[O-])C(=O)O)=O)C=C1)N)=O 5-(methyl)-(6S)-tetrahydrofolate